P(=O)(O)(O)O[C@H]1[C@H](O)[C@@H](O)[C@H](O)[C@H](O1)CO β-D-glucose 1-phosphate